methyl (E)-3-(3-(2-cyclopropyl-6-(trifluoromethyl)pyrimidin-4-yl)-4H-1,2,4-triazole-4-yl)-2-(pyrimidin-5-yl)acrylate C1(CC1)C1=NC(=CC(=N1)C1=NN=CN1/C=C(/C(=O)OC)\C=1C=NC=NC1)C(F)(F)F